Trans-3-(4-(3,4-dichlorophenyl)but-3-yn-2-yl)-1-methyl-1-(2-(methyl-amino)cyclohexyl)urea ClC=1C=C(C=CC1Cl)C#CC(C)NC(N([C@H]1[C@@H](CCCC1)NC)C)=O